N-[6-(1-carbamimidoyl-1,2,3,6-tetrahydro-pyridin-4-yl)-pyridazin-3-yl]-N'-(4-guanidinomethyl-phenyl)-terephthalamide C(N)(=N)N1CCC(=CC1)C1=CC=C(N=N1)NC(C1=CC=C(C(=O)NC2=CC=C(C=C2)CNC(=N)N)C=C1)=O